FCCC(CC)F 1,3-difluoropentane